BrC=1C2(C3=CC=CC=C3C1)CCC1(CC2)OCCO1 2''-bromodispiro[[1,3]dioxolane-2,1'-cyclohexane-4',1''-indene]